OC=1C=C(C=CC1NC(C)CC(C)C)N=C1C=CC(C=C1)=O 4-((3-hydroxy-4-((4-methylpentan-2-yl)amino)phenyl)imino)cyclohexa-2,5-dien-1-one